N-[2,4-difluoro-3-[([5-methylimidazo[1,5-b]pyridazin-3-yl]oxy)methyl]phenyl]-5-fluoro-2-methoxypyridine-3-sulfonamide FC1=C(C=CC(=C1COC1=CC=2N(N=C1)C=NC2C)F)NS(=O)(=O)C=2C(=NC=C(C2)F)OC